C(C)(=O)OC1=C2C(=CNC2=CC=C1)CCN([NH2+]CCC[NH+](C)C)CC 2-{2-[4-(acetyloxy)-1H-indol-3-yl]-ethyl}-1-[3-(dimeth-ylazaniumyl)prop-yl]-2-ethylhydrazinium